P(=O)(O)(OCCOC(C(=C)C)=O)OCCOC(C(=C)C)=O di(methacryloyloxyethyl) hydrogenphosphate